OC1=C(C=C(C=C1CO)C(CC)C)CO 2-hydroxy-5-(1-methylpropyl)-1,3-benzenedimethanol